N-[[6-[2-(3,5-difluorophenyl)acetyl]-6-azaspiro[2.5]octan-2-yl]methyl]-1,3-dihydropyrrolo[3,4-c]pyridine-2-carboxamide FC=1C=C(C=C(C1)F)CC(=O)N1CCC2(C(C2)CNC(=O)N2CC=3C=NC=CC3C2)CC1